methyl β-octylaminopropionate C(CCCCCCC)NCCC(=O)OC